C(C)N1CCC(CC1)C=1C=C(C=2N(C(C=C(N2)C2=CC3=CN(N=C3C=C2)C)=O)C1)C 7-(1-ethylpiperidin-4-yl)-9-methyl-2-(2-methyl-2H-indazol-5-yl)-4H-pyrido[1,2-a]pyrimidin-4-one